FC1=C(C(=C(C(=C1F)N)F)F)C1=CC(=CC=C1)OC(C(C([2H])([2H])[2H])([2H])[2H])([2H])[2H] 2,3,5,6-Tetrafluoro-3'-(propoxy-d7)-[1,1'-biphenyl]-4-amine